gamma-ureidopropylmethoxydiethoxysilane N(C(=O)N)CCC[Si](OCC)(OCC)OC